C(#N)C=1C=NN2C1C(=CC(=C2)C=2C=NN(C2C)C2C(CN(CC2)C(=O)OC(C)(C)C)(F)F)OC tert-Butyl 4-[4-(3-cyano-4-methoxy-pyrazolo[1,5-a]pyridin-6-yl)-5-methyl-pyrazol-1-yl]-3,3-difluoro-piperidine-1-carboxylate